N-(3,5-difluoro-4-((1-methylpiperidin-4-yl)oxy)phenyl)-4-(3-phenylisoxazolidine-2-yl)-5-(trifluoromethyl)pyrimidin-2-amine FC=1C=C(C=C(C1OC1CCN(CC1)C)F)NC1=NC=C(C(=N1)N1OCCC1C1=CC=CC=C1)C(F)(F)F